C(C)(=S)N1CCN(CC1)C(=O)OC(C)(C)C tert-Butyl 4-ethanethioylpiperazine-1-carboxylate